(2S)-2-(3-chloro-4-methylphenyl)-N-((5-(2,6-dioxopiperidin-3-yl)-4-oxo-5,6-dihydro-4H-thieno[3,4-c]pyrrol-1-yl)methyl)propanamide ClC=1C=C(C=CC1C)[C@@H](C(=O)NCC=1SC=C2C1CN(C2=O)C2C(NC(CC2)=O)=O)C